(S)-2-(2-chloro-6-fluorobenzamido)-3-(4-(5-(dimethylamino)-3-methyl-2-oxo-2,3-dihydro-1H-benzo[d]Imidazol-1-yl)phenyl)propionic acid methyl ester COC([C@H](CC1=CC=C(C=C1)N1C(N(C2=C1C=CC(=C2)N(C)C)C)=O)NC(C2=C(C=CC=C2F)Cl)=O)=O